N[C@]1([C@@H](CC[C@H](C1)CCB(O)O)CNC([C@H](CCCCNC(=O)OC(C)(C)C)NC(=O)OC(C)(C)C)=O)C(=O)O (1R,2S,5R)-1-amino-2-(((S)-2,6-bis((tert-butoxycarbonyl)amino)hexanamido)methyl)-5-(2-boronoethyl)cyclohexane-1-carboxylic acid